1-Nonyl-2-propylpyridinium cyanid [C-]#N.C(CCCCCCCC)[N+]1=C(C=CC=C1)CCC